CC1=NOC2(C1)CCN(CCC2)C(=O)OC(C)(C)C 2-methylpropan-2-yl 3-methyl-2,8-diaza-1-oxaspiro[4.6]undec-2-ene-8-carboxylate